(4S)-2-(6-methyl-5-hepten-2-yl)oxazolidine-4-carboxylate CC(=CCCC(C)C1OC[C@H](N1)C(=O)[O-])C